FC1=C(C=CC=C1)C(/C(/C(=O)OCC)=N/O)=O ethyl (Z)-3-(2-fluorophenyl)-2-(hydroxyimino)-3-oxopropanoate